2-(3-bromophenoxy)-9-(4-(tert-butyl)-5-phenylpyridin-2-yl)-9H-carbazole BrC=1C=C(OC2=CC=3N(C4=CC=CC=C4C3C=C2)C2=NC=C(C(=C2)C(C)(C)C)C2=CC=CC=C2)C=CC1